methyl 2-(cyclopropyl methyl)-2H-1,2,3-triazole-4-carboxylate C1(CC1)CN1N=CC(=N1)C(=O)OC